1-{5-methyl-2-[trans-4-(trifluoromethyl)cyclohexyl]Pyrazolo[1,5-a]Pyrimidin-7-yl}-3-azabicyclo[4.1.0]Heptane CC1=NC=2N(C(=C1)C13CNCCC3C1)N=C(C2)[C@@H]2CC[C@H](CC2)C(F)(F)F